4-((2-(cyclopropylmethyl)-4-(3-((5-methylthiophen-2-yl)ethynyl)phenyl)-1H-pyrrol-3-yl)methyl)-2,6-difluorobenzenesulfonamide C1(CC1)CC=1NC=C(C1CC1=CC(=C(C(=C1)F)S(=O)(=O)N)F)C1=CC(=CC=C1)C#CC=1SC(=CC1)C